(3-((2-(4-Methoxyphenyl)quinolin-4-yl)amino)propyl)-N1,N3,N3-trimethyl-propane-1,3-diamine COC1=CC=C(C=C1)C1=NC2=CC=CC=C2C(=C1)NCCCC(CCN(C)C)NC